tert-Butyl 4-((2S,3S)-3-((((9H-fluoren-9-yl)methoxy)carbonyl)amino)-4-(benzyloxy)-4-oxobutan-2-yl)benzoate C1=CC=CC=2C3=CC=CC=C3C(C12)COC(=O)N[C@@H]([C@@H](C)C1=CC=C(C(=O)OC(C)(C)C)C=C1)C(=O)OCC1=CC=CC=C1